2-(2-Hydroxy-5-methoxyphenyl)benzotriazole OC1=C(C=C(C=C1)OC)N1N=C2C(=N1)C=CC=C2